C(#N)C=1C=C(SC1)CCNC(OC(C)(C)C)=O tert-butyl (2-(4-cyanothiophen-2-yl)ethyl)carbamate